C(C=C)(=O)OCCCCC[Si](OC(C)C)(OC(C)C)OC(C)C acryloxypentyl-triisopropoxysilane